1-(2-fluoro-4-hydroxyphenyl)ethanone FC1=C(C=CC(=C1)O)C(C)=O